N1(CCC1)C=1C=C(C=CC1)N1C(=C2C(N(N=CC2=C1C)C1=NC(=CC=C1)C)=O)C 6-(3-(azetidin-1-yl)phenyl)-5,7-dimethyl-2-(6-methylpyridin-2-yl)-2,6-dihydro-1H-pyrrolo[3,4-d]pyridazin-1-one